FC(N1C=C(C=CC1=O)N1[C@H]([C@H](CC1)NS(=O)(=O)C)CO[C@@H]1CC[C@@H](CC1)C1=CC=CC=C1)F N-((2R,3S)-1-(1-(difluoromethyl)-6-oxo-1,6-dihydropyridin-3-yl)-2-((((CIS)-4-phenylcyclohexyl)-oxy)methyl)pyrrolidin-3-yl)methanesulfonamide